ClC1=C(C(=CC=C1)OC)SCCCC(F)F 1-chloro-2-(4,4-difluorobutylsulfanyl)-3-methoxy-benzene